ClC1=CC(=CN2C(=CC(=C12)C#CCOC)C=1SC(=NN1)C(F)F)S(=O)(=O)NC1(CC1)CF 8-chloro-3-(5-(difluoromethyl)-1,3,4-thiadiazol-2-yl)-N-(1-(fluoromethyl)cyclopropyl)-1-(3-methoxyprop-1-yn-1-yl)indolizine-6-sulfonamide